6-(N-(2-(4-isopropylpiperazin-1-yl)pyridin-3-yl)aminosulfonyl)benzofuran-2-carboxylic acid ethyl ester C(C)OC(=O)C=1OC2=C(C1)C=CC(=C2)S(=O)(=O)NC=2C(=NC=CC2)N2CCN(CC2)C(C)C